CC(C)CCC[C@@H](C)[C@H]1CC[C@H]2[C@@H]3[C@@H](C[C@@H]4C[C@@H](CC[C@]4(C)[C@H]3CC[C@]12C)O)O 5β-cholestane-3α,7α-diol